CN1C(C=2N=CN([C@H]3[C@H](O)[C@H](O)[C@@H](CO)O3)C2N=C1N)=O 1-methylguanosin